diaminoethyl-sodium NC(C[Na])N